[Si](C)(C)(C(C)(C)C)O[C@@H](CC1=CN(C2=CC=CC=C12)C(=O)OCC1=CC=CC=C1)C(=O)OC benzyl (S)-3-(2-((tert-butyldimethylsilyl) oxy)-3-methoxy-3-oxopropyl)-1H-indole-1-carboxylate